3-cyclopropyl-1-((3,3-difluorocyclobutyl)methyl)-N-(2-sulfamoylpyridin-4-yl)-4-(trifluoromethyl)-1H-pyrazole-5-carboxamide C1(CC1)C1=NN(C(=C1C(F)(F)F)C(=O)NC1=CC(=NC=C1)S(N)(=O)=O)CC1CC(C1)(F)F